thioxanthen C1=CC=CC=2SC3=CC=CC=C3CC12